2-(2,6-diethylphenyl)-3-(3,6-difluoro-7-methoxy-1H-indol-4-yl)-4,5,6,7-tetrahydro-2H-pyrazolo[4,3-c]Pyridine C(C)C1=C(C(=CC=C1)CC)N1N=C2C(CNCC2)=C1C1=C2C(=CNC2=C(C(=C1)F)OC)F